FC(C(=O)O)(F)F.BrC1=C2C(N(C=NC2=CC=C1NC=1C(=C(C=CC1F)NS(=O)(=O)N1CCCC1)Cl)C)=O N-(3-((5-bromo-3-methyl-4-oxo-3,4-dihydroquinazolin-6-yl)amino)-2-chloro-4-fluorophenyl)pyrrolidine-1-sulfonamide trifluoroacetate